OC1CC(N(C1)C([C@H](C(C)(C)C)N1N=NC(=C1)CC(C(C)(C)C)O)=O)C(=O)NC 4-hydroxy-1-[(2S)-2-[4-(2-hydroxy-3,3-dimethyl-butyl)triazol-1-yl]-3,3-dimethyl-butyryl]-N-methyl-pyrrolidine-2-carboxamide